tert-butyl 6-chloro-2-(2-((1R,2S)-2-(hydroxymethyl)cyclopropyl)ethyl)nicotinate ClC1=NC(=C(C(=O)OC(C)(C)C)C=C1)CC[C@H]1[C@H](C1)CO